C1(CC1)CNC1=NC=CC(=C1)CO (2-((cyclopropylmethyl)amino)pyridin-4-yl)methanol